1-(thiophen-2-yl)-2-(9H-xanthen-9-yl)vinyl acetate C(C)(=O)OC(=CC1C2=CC=CC=C2OC=2C=CC=CC12)C=1SC=CC1